(S)-2-(6-cyclobutylpyridin-3-yl)-N-(3-(1-((2-ethyl-2H-pyrazolo[3,4-b]pyrazin-6-yl)amino)ethyl)-4-fluorophenyl)acetamide C1(CCC1)C1=CC=C(C=N1)CC(=O)NC1=CC(=C(C=C1)F)[C@H](C)NC=1C=NC=2C(N1)=NN(C2)CC